arachidonic acid behenyl ester C(CCCCCCCCCCCCCCCCCCCCC)OC(CCC\C=C/C\C=C/C\C=C/C\C=C/CCCCC)=O